C(C)[C@@H]1N(C[C@H](N(C1)[C@@H](C)C=1C=C2N=CC=NC2=CC1)CC)C=1C=2C(NC(C1)=O)=CN(N2)CC#N 2-(7-((2S,5r)-2,5-diethyl-4-((S)-1-(quinoxalin-6-yl)ethyl)piperazin-1-yl)-5-oxo-4,5-dihydro-2H-pyrazolo[4,3-b]pyridin-2-yl)acetonitrile